N-Methyl-4-(4-(5-(4-nitrophenyl)-4,5-dihydro-1H-pyrazol-3-yl)phenoxy)picolinamide CNC(C1=NC=CC(=C1)OC1=CC=C(C=C1)C1=NNC(C1)C1=CC=C(C=C1)[N+](=O)[O-])=O